O8-[2-(hydroxymethyl)-3-[8-[(Z)-non-3-enoxy]-8-oxo-octanoyl]oxy-2-[[8-[(Z)-non-3-enoxy]-8-oxooctanoyl]oxymethyl]propyl] O1-[(Z)-non-3-enyl] octanedioate C(CCCCCCC(=O)OCC(COC(CCCCCCC(=O)OCC\C=C/CCCCC)=O)(COC(CCCCCCC(=O)OCC\C=C/CCCCC)=O)CO)(=O)OCC\C=C/CCCCC